3-METHYL-CYCLOBUTANEACETIC ACID CC1CC(C1)CC(=O)O